C1(CCC(CC1)C(C)C)(C)OCC(CO)(O)C 3-1-menthoxy-2-methylpropane-1,2-diol